1-fluoro-2,6-dichloropyridinium triflate [O-]S(=O)(=O)C(F)(F)F.F[N+]1=C(C=CC=C1Cl)Cl